4-(S)-phenyl-L-proline C1(=CC=CC=C1)[C@@H]1C[C@H](NC1)C(=O)O